difluorotrimethylsilane FC([SiH](C)C)F